FC1=C2NC(C=3N(C2=C(C(=C1F)C1=C2C=CNC2=C(C=C1)C#N)C)C(=NN3)C)(C)C 4-(6,7-difluoro-1,4,4,9-tetramethyl-5H-[1,2,4]triazolo[4,3-a]quinoxalin-8-yl)-1H-indole-7-carbonitrile